N-((R)-2-(2-((1R,5S,6s)-3-oxabicyclo[3.1.0]hexane-6-carboxamido)pyridin-4-yl)-6,7,8,9-tetrahydro-5H-benzo[7]annulen-5-yl)-3-(tert-butyl)-1,2,4-oxadiazole-5-carboxamide [C@H]12COC[C@@H]2C1C(=O)NC1=NC=CC(=C1)C=1C=CC2=C(CCCC[C@H]2NC(=O)C2=NC(=NO2)C(C)(C)C)C1